FC1(OC(C(C1(F)F)(F)F)(F)F)C(C(C(C(F)(F)F)(F)F)(F)F)(F)F perfluoro(2-n-butyl-tetrahydrofuran)